C(CC)(=O)Cl propionyl chloride